3-(1H-indol-4-yl)urea N1C=CC2=C(C=CC=C12)NC(N)=O